(Sa)-6-(1-((R) or (S)-1-(3'-cyano-5'-methoxy-[1,1'-biphenyl]-4-yl)-ethyl)-1H-indazole-7-carboxamido)spiro[3.3]heptane-2-carboxylic acid C(#N)C=1C=C(C=C(C1)OC)C1=CC=C(C=C1)[C@@H](C)N1N=CC2=CC=CC(=C12)C(=O)NC1CC2(CC(C2)C(=O)O)C1 |o1:16|